carbonylbis(3-hydroxy-4,1-phenylene) bis(4-(4-pentylcyclohexyl) benzoate) C(CCCC)C1CCC(CC1)C1=CC=C(C(=O)OC2=CC(=C(C=C2)C(=O)C2=C(C=C(C=C2)OC(C2=CC=C(C=C2)C2CCC(CC2)CCCCC)=O)O)O)C=C1